tert-butyl (endo)-5-((3-amino-8-bromo-7-chloro-2-(3-(dimethylamino)azetidin-1-yl)-6-iodoquinolin-4-yl) amino)-2-azabicyclo[2.1.1]hexane-2-carboxylate NC=1C(=NC2=C(C(=C(C=C2C1NC1C2CN(C1C2)C(=O)OC(C)(C)C)I)Cl)Br)N2CC(C2)N(C)C